ethylbenzene-1-sulfonate C(C)OS(=O)(=O)C1=CC=CC=C1